CSC1=NC=C(C=N1)C#N 2-(methylthio)pyrimidine-5-carbonitrile